C1(CCC1)CN(C(OC(C)(C)C)=O)C1CN(CCC1)C1=CC(N(C=C1)CN1N=NC(=C1)C1=C2C=NN(C2=CC(=C1)OC)C1OCCCC1)=O tert-butyl (cyclobutylmethyl)(1-(1-((4-(6-methoxy-1-(tetrahydro-2H-pyran-2-yl)-1H-indazol-4-yl)-1H-1,2,3-triazol-1-yl)methyl)-2-oxo-1,2-dihydropyridin-4-yl)piperidin-3-yl)carbamate